NC1=C(C=C(N=N1)C1=C(C=CC=C1)O)N1CC2CCC(C1)N2C2=CC(=NC=C2)C#CCN2CC(C2)(F)C2CC2 2-[6-amino-5-[8-[2-[3-(3-cyclopropyl-3-fluoro-azetidin-1-yl)prop-1-ynyl]-4-pyridyl]-3,8-diazabicyclo[3.2.1]octan-3-yl]pyridazin-3-yl]phenol